FC1=CC=CC=2C=3N(C(=NC12)N)C=C(N3)CC3CCN(CC3)CC3=CC=C(C=C3)OC 7-fluoro-2-((1-(4-methoxybenzyl)-piperidin-4-yl)-methyl)imidazo-[1,2-c]quinazolin-5-amine